O1COC2=C1C=CC=C2CNCC=2C=NC1=CC=CC=C1C2 1-(1,3-Benzodioxol-4-yl)-N-(3-quinolinylmethyl)methylamine